7-bromo-4-(7-isopropyl-1,3-dimethyl-2-oxo-2,3-dihydro-1H-benzo[d]imidazol-5-yl)-3,4-dihydro-2H-benzo[b][1,4]oxazine-6-carbonitrile BrC=1C(=CC2=C(OCCN2C2=CC3=C(N(C(N3C)=O)C)C(=C2)C(C)C)C1)C#N